[N+](=O)([O-])C=1C=C2C=CN(C2=CC1)C1(CC1)/C=C/C(C)=O (E)-4-(1-(5-nitro-1H-indol-1-yl)cyclopropyl)but-3-en-2-one